N,N-dimethylpyrrolidine-2-carboxamide CN(C(=O)C1NCCC1)C